OC1=CC=C(C=C1)C1N(C(N(C1)C1C(N(C(CC1)=O)C(=O)OC(C)(C)C)=O)=O)C tert-Butyl 3-(4-(4-hydroxyphenyl)-3-methyl-2-oxoimidazolidin-1-yl)-2,6-dioxopiperidine-1-carboxylate